N(=C=O)CC[Si](OC)(OC)OC 2-Isocyanatoethyltrimethoxysilan